FC1=CC=C(C=C1)N1C(OC(C1)CI)=O (Z)-3-(4-fluorophenyl)-5-(iodomethyl)oxazolidin-2-one